CC1(OB(OC1(C)C)C1=C(OCC(=O)OC)C=CC=C1)C methyl 2-(2-(4,4,5,5-tetramethyl-1,3,2-dioxaborolan-2-yl)phenoxy)acetate